dodecyl vinyl ether C(=C)OCCCCCCCCCCCC